N-(2-(Dimethylamino)-5-(3'-methyl-2'-oxo-2',3'-dihydrospiro[cyclobutane-1,1'-pyrrolo[2,3-c]quinolin]-8'-yl)pyridin-3-yl)benzenesulfonamide CN(C1=NC=C(C=C1NS(=O)(=O)C1=CC=CC=C1)C1=CC=2C3=C(C=NC2C=C1)N(C(C31CCC1)=O)C)C